NCC1OC(CC1)CO 2-(aminomethyl)-5-(hydroxymethyl)tetrahydrofuran